2-(2,6-dichloro-4-(6-(difluoromethyl)-3,5-dioxo-4,5-dihydro-1,2,4-triazin-2(3H)-yl)phenoxy)-N-(3,3-dimethylcyclobutyl)-5-hydroxypyridine-4-sulfonamide ClC1=C(OC2=NC=C(C(=C2)S(=O)(=O)NC2CC(C2)(C)C)O)C(=CC(=C1)N1N=C(C(NC1=O)=O)C(F)F)Cl